C(C1CO1)N(C=1C(=CC=CC1)C)CC1CO1 diglycidyl-ortho-toluidine